tetramethylene terephthalate C1(C2=CC=C(C(=O)OCCCCO1)C=C2)=O